3-(4-bromo-1-oxoisoindolin-2-yl)piperidine-2,6-Dione BrC1=C2CN(C(C2=CC=C1)=O)C1C(NC(CC1)=O)=O